FC1(CCC(CC1)[C@H](NC(=O)C1=CC=NN1C)C=1OC2=C(N1)C=C(C=C2)[C@H](N2C(N[C@@H](C2)C(F)(F)F)=O)C2COC2)F N-((S)-(4,4-difluorocyclohexyl)(5-((R)-oxetan-3-yl((S)-2-oxo-4-(trifluoromethyl)imidazolidin-1-yl)methyl)benzo[d]-oxazol-2-yl)methyl)-1-methyl-1H-pyrazole-5-carboxamide